2-fluoro-N-(4-((2-(2-fluorophenyl)pyridin-4-yl)amino)-7-ethoxyquinazolin-6-yl)acrylamide FC(C(=O)NC=1C=C2C(=NC=NC2=CC1OCC)NC1=CC(=NC=C1)C1=C(C=CC=C1)F)=C